2,5-di-(t-amyl)hydroquinone C(C)(C)(CC)C1=C(O)C=C(C(=C1)O)C(C)(C)CC